[C@H]12CN(C[C@H](CC1)N2)C2=NC(=NC=1CC3(CCC21)CCC2=CC=CC1=CC=CC3=C21)OC[C@H]2N(CCC2)C(C)C 4'-((1R,5S)-3,8-diazabicyclo[3.2.1]octan-3-yl)-2'-(((S)-1-isopropylpyrrolidin-2-yl)methoxy)-2,3,5',8'-tetrahydro-6'H-spiro[phenalene-1,7'-quinazoline]